2-((5-fluoro-4-(4-fluoro-3-isopropyl-2-methyl-2H-indazol-5-yl)pyrimidin-2-yl)amino)-7,8-dihydro-1,6-naphthyridine-6(5H)-carboxylic acid tert-butyl ester C(C)(C)(C)OC(=O)N1CC=2C=CC(=NC2CC1)NC1=NC=C(C(=N1)C1=C(C2=C(N(N=C2C=C1)C)C(C)C)F)F